COC([C@H](CC)N=P(=O)OC1=C(C=CC=C1)OC[C@H]1O[C@H]([C@]([C@@H]1O)(C)F)N1C(NC(C=C1)=O)=O)=O (S)-2-{[(2r,3r,4r,5r)-5-(2,4-dioxo-3,4-dihydro-2H-pyrimidin-1-yl)-4-fluoro-3-hydroxy-4-methyl-tetrahydro-furan-2-ylmethoxy]-phenoxy-phosphorylamino}-butyric acid methyl ester